P(OCCCCCCCCC=CCCCCCCCC)(OCCCCCCCCC=CCCCCCCCC)OCCCCCCCCC=CCCCCCCCC Trioctadec-9-en-1-yl Phosphite